FC1=C(C(=CC=C1)C1=NC=NC=C1)CN (2-fluoro-6-(pyrimidin-4-yl)phenyl)methanamine